C1(=CC=CC=C1)C1=NC(=CC(=N1)C1=CC=CC=C1)C1=C(C=CC=C1)C1=CC=C(C=C1)B1OC(C(O1)(C)C)(C)C 2,4-diphenyl-6-(4'-(4,4,5,5-tetramethyl-1,3,2-dioxaborolan-2-yl)-[1,1'-Biphenyl]-2-yl)pyrimidine